6-((2-methoxyethyl)amino)pyridin COCCNC1=CC=CC=N1